NC=1C2=C(N=CN1)N(C=C2C=C)[C@H]2[C@@H]([C@@H]([C@H](C2)CNCCCNCCC2=CC=CC=C2)O)O (1R,2S,3R,5R)-3-(4-amino-5-vinyl-7H-pyrrolo[2,3-d]pyrimidin-7-yl)-5-(((3-(phenethylamino)propyl)amino)methyl)cyclopentane-1,2-diol